CNC=1N=CC2=C(N1)SC(=C2)CC(F)(F)F 2-(methylamino)-6-(2,2,2-trifluoroethyl)thieno[2,3-d]pyrimidin